(1r,4R)-4'-chloro-4-(3-chloroanilino)-2'-[(2R)-2-methyl-3-{[(5R)-5-methyl-5,6,7,8-tetrahydroquinolin-4-yl]oxy}propyl]-2',3'-dihydrospiro[cyclohexane-1,1'-indene]-4-carboxylic acid ClC1=C2CC(C3(C2=CC=C1)CCC(CC3)(C(=O)O)NC3=CC(=CC=C3)Cl)C[C@H](COC3=CC=NC=1CCC[C@H](C31)C)C